C(CC(O)(C(=O)[O-])CC(=O)[O-])(=O)[O-].[Ca+2].[Ca+2] Dicalcium citrat